(S)-N'-(((R)-2,8-difluoro-1,2,3,5,6,7-hexahydro-s-indacen-4-yl)carbamoyl)-6,6-dimethyl-6,7-dihydro-5H-pyrazolo[5,1-b][1,3]oxazine-3-sulfonimidamide F[C@H]1CC2=C(C=3CCCC3C(=C2C1)NC(=O)N=[S@@](=O)(N)C=1C=NN2C1OCC(C2)(C)C)F